FC1([C@H](CC1)C1=CC(=NN1)NC1=NC(=CN=C1)OC1CCN(CC1)C)F (R)-N-(5-(2,2-difluorocyclobutyl)-1H-pyrazol-3-yl)-6-((1-methylpiperidin-4-yl)oxy)pyrazin-2-amine